1,2-diiodohexane ICC(CCCC)I